2-((R)-8-methyl-3-(3-methyl-1,2,4-thiadiazol-5-yl)-5,6,7,8-tetrahydro-[1,2,4]triazolo[4,3-a]pyrazine-7-carbonyl)-2,3-dihydro-4H-benzo[b][1,4]oxazine-4-carboxylate C[C@@H]1C=2N(CCN1C(=O)C1CN(C3=C(O1)C=CC=C3)C(=O)[O-])C(=NN2)C2=NC(=NS2)C